(2R,3R)-3-(3-(4-(2,4-dichlorobenzyloxy)phenyl)isoxazol-5-yl)-2-(2,4-difluorophenyl)-1-(1H-tetrazol-1-yl)butan-2-ol ClC1=C(COC2=CC=C(C=C2)C2=NOC(=C2)[C@@H]([C@@](CN2N=NN=C2)(O)C2=C(C=C(C=C2)F)F)C)C=CC(=C1)Cl